[O-]C1=CC=CC=C1.[O-]C1=CC=CC=C1.[O-]C1=CC=CC=C1.[Y+3] yttrium triphenoxide